N,N-dimethyl-4-hydroxybenzoamide CN(C(C1=CC=C(C=C1)O)=O)C